(S)-5-(4-(2-(5-amino-8-(furan-2-yl)-2-oxothiazolo[5,4-e][1,2,4]triazolo[1,5-c]pyrimidin-3(2H)-yl)ethyl)piperazin-1-yl)-N-(2,3-dihydroxypropyl)-2,4-difluorobenzamide NC1=NC2=C(C=3N1N=C(N3)C=3OC=CC3)SC(N2CCN2CCN(CC2)C=2C(=CC(=C(C(=O)NC[C@@H](CO)O)C2)F)F)=O